(+)-tetraethylammonium C(C)[N+](CC)(CC)CC